(R)-6-chloro-3-((1-(3,6-dimethyl-2-(4-(1-methyl-1H-pyrazol-4-yl)isoindolin-2-yl)-4-oxo-3,4-dihydroquinazolin-8-yl)ethyl)amino)-N-(methylsulfonyl)picolinamide ClC1=CC=C(C(=N1)C(=O)NS(=O)(=O)C)N[C@H](C)C=1C=C(C=C2C(N(C(=NC12)N1CC2=CC=CC(=C2C1)C=1C=NN(C1)C)C)=O)C